Cl.N[C@H]1CN(CCC1)C(=O)C1=CC2=C(N(C(=N2)C=2N(C3=CC=CC=C3C2)CC)C)C=C1 (R)-(3-aminopiperidin-1-yl)(2-(1-ethyl-1H-indol-2-yl)-1-methyl-1H-benzo[d]imidazol-5-yl)methanone, Hydrochloride